6-bromo-4-chloro-3-ethyl-3H-imidazo[4,5-c]pyridine BrC1=CC2=C(C(=N1)Cl)N(C=N2)CC